2-(3-cyclopropoxy-4-methoxyphenyl)-2-trimethylsiloxyacetonitrile C1(CC1)OC=1C=C(C=CC1OC)C(C#N)O[Si](C)(C)C